The molecule is a cyclic ketone. It derives from a phloroglucinol. It is a conjugate acid of a (4R)-2-acetyl-4-(3-acetyl-2,4,6-trihydroxy-5-methylphenyl)-4-methyl-3-oxocyclohexa-1,5-dien-1-olate. It derives from a hydride of a cyclohexa-1,3-diene. CC1=C(C(=C(C(=C1O)[C@]2(C=CC(=C(C2=O)C(=O)C)O)C)O)C(=O)C)O